6-methyl-N-(2-methyl-1-(3-phenylbicyclo[1.1.1]pentan-1-yl)propyl)nicotinamide CC1=NC=C(C(=O)NC(C(C)C)C23CC(C2)(C3)C3=CC=CC=C3)C=C1